ethyl 2-methylbutyrate (ethyl 2-methylbutyrate) C(C)C(C(=O)O)(CC)C.CC(C(=O)OCC)CC